2,7-dibromo-9,9-dimethyl-9H-fluorene-3,6-diol BrC1=CC=2C(C3=CC(=C(C=C3C2C=C1O)O)Br)(C)C